FC1=C(O[C@H]2[C@@H](CN(CC2)C2=CC(N(C=3C=CC(=NC23)C#N)C)=O)C)C=CC(=C1)F 8-((3R,4R)-4-(2,4-difluorophenoxy)-3-methylpiperidin-1-yl)-5-methyl-6-oxo-5,6-dihydro-1,5-naphthyridine-2-carbonitrile